ClC=1C(=NC(=NC1)NC=1C=NN(C1)CCO)N1C[C@@]2(CNC[C@@]2(C1)C)C 2-(4-((5-Chloro-4-((3aR,6aS)-3a,6a-dimethylhexahydropyrrolo[3,4-c]pyrrol-2(1H)-yl)pyrimidin-2-yl)amino)-1H-pyrazol-1-yl)ethan-1-ol